methyl (2S)-2-[(2,6-dichlorobenzoyl)amino]-3-[[2-[[3-(1H-imidazol-2-ylamino)benzoyl]amino]acetyl]amino]propanoate ClC1=C(C(=O)N[C@H](C(=O)OC)CNC(CNC(C2=CC(=CC=C2)NC=2NC=CN2)=O)=O)C(=CC=C1)Cl